N-(2-ethoxyphenyl)oxalamide C(C)OC1=C(C=CC=C1)NC(C(=O)N)=O